NC1=C(C(=NN1C(C)C)C1=C(C=C(C=C1F)C(NC1=NC=CC(=C1)C(F)(F)F)=O)F)C(=O)N 5-amino-3-(2,6-difluoro-4-((4-(trifluoromethyl)pyridin-2-yl)carbamoyl)phenyl)-1-isopropyl-1H-pyrazole-4-carboxamide